FC(C(=O)O)(F)F.NCCCCN1N=C(C=2C1=NC=NC2N)I 1-(4-aminobutyl)-3-iodo-1H-pyrazolo[3,4-d]pyrimidin-4-amine Trifluoroacetic Acid Salt